CN1N=CC(=C1)C1=NN2C(C(N1)=O)=CC=C2 (1-methyl-1H-pyrazol-4-yl)pyrrolo[2,1-f][1,2,4]triazin-4(3H)-one